7-(4-Amino-2,6-difluoro-3-iodophenoxy)-3,4-dihydroisoquinolin-1(2H)-one NC1=C(C(=C(OC2=CC=C3CCNC(C3=C2)=O)C(=C1)F)F)I